4'-(4-aminopiperidin-1-yl)-N-((5-fluoro-2-hydroxyphenyl)(1H-indol-2-yl)methyl)-5-(trifluoromethyl)-[1,1'-biphenyl]-3-carboxamide NC1CCN(CC1)C1=CC=C(C=C1)C1=CC(=CC(=C1)C(F)(F)F)C(=O)NC(C=1NC2=CC=CC=C2C1)C1=C(C=CC(=C1)F)O